C(C)(=O)N[C@@H]1C(O)O[C@@H]([C@@H]([C@@H]1O)O)C 2-Acetamido-2,6-dideoxy-D-talopyranose